CN(C1=NNC2=NC=C(C=C21)N2CCC(CC2)N(C(=O)NC=2C(N(C=C(C2)C(F)(F)F)C)=O)C)C 1-(1-(3-(dimethylamino)-1H-pyrazolo[3,4-b]pyridin-5-yl)piperidin-4-yl)-1-methyl-3-(1-methyl-2-oxo-5-(trifluoromethyl)-1,2-dihydropyridin-3-yl)urea